aminothiocarbonyl fluoride NC(=S)F